N-(4-Methyl-1,1-dioxidotetrahydro-2H-thiopyran-4-yl)-5-((3-(2,2,2-trifluoroethoxy)pyridin-2-yl)oxy)-3-(trifluoromethyl)pyrazolo[1,5-a]pyridine-2-carboxamide CC1(CCS(CC1)(=O)=O)NC(=O)C1=NN2C(C=C(C=C2)OC2=NC=CC=C2OCC(F)(F)F)=C1C(F)(F)F